6-chloro-1-methyl-4-(1-(4-(trifluoromethoxy)benzoyl)piperidin-4-yl)-1,4-dihydropyrido[2,3-b]pyrazine-2,3-dione ClC=1C=CC2=C(N(C(C(N2C)=O)=O)C2CCN(CC2)C(C2=CC=C(C=C2)OC(F)(F)F)=O)N1